C1=CC=CC=2C3=CC=CC=C3C(C12)COC(=O)NC(C(=O)O)CC1=CC=C(C=C1)C 2-[9H-fluoren-9-ylmethoxycarbonylamino]-3-(4-methylphenyl)propanoic acid